BrC=1C=C2NC(C=3N(C2=CC1)C=CC3)C3=C(N)C=CC=C3 2-(7-bromo-4,5-dihydropyrrolo[1,2-a]quinoxalin-4-yl)aniline